(S)-1-(2-(3,4-Dichloro-5-methyl-1H-pyrrole-2-carboxamido)-5-(5-oxo-4,5-dihydro-1,3,4-oxadiazol-2-yl)phenyl)pyrrolidin-3-aminium chloride [Cl-].ClC1=C(NC(=C1Cl)C)C(=O)NC1=C(C=C(C=C1)C=1OC(NN1)=O)N1C[C@H](CC1)[NH3+]